C(C)C(C(=O)N(C=1C=C2C(=NC1)N=C(N2)C2=NNC=1C[C@@]3([C@H](CC21)C3)C)C)CC 2-Ethyl-N-methyl-N-(2-((4aS,5aR)-5a-methyl-1,4,4a,5,5a,6-hexahydrocyclopropa[f]indazol-3-yl)-1H-imidazo[4,5-b]pyridin-6-yl)butanamide